6-(4-(8-isopropyl-3,8-diazabicyclo[3.2.1]octan-3-yl)phenyl)-1,4-dimethyl-2-(4-(methylsulfonyl)phenyl)-1H-pyrrolo[3,2-c]pyridine C(C)(C)N1C2CN(CC1CC2)C2=CC=C(C=C2)C2=CC1=C(C(=N2)C)C=C(N1C)C1=CC=C(C=C1)S(=O)(=O)C